ClC1=CC=C(C(=C1)C1=CC=CC=C1)N 5-chloro-[1,1'-biphenyl]-2-amine